CC1=C(C=CC(=C1)C)C(CSC1=NN=C(N1)C1=CC=CC=C1)=O 1-(2,4-dimethylphenyl)-2-((5-phenyl-4H-1,2,4-triazol-3-yl)thio)ethan-1-one